3-(chloromethyl)-6-(4-fluorophenyl)pyridazine ClCC=1N=NC(=CC1)C1=CC=C(C=C1)F